C(C)OC1=C(C=CC(=C1)F)C(=O)N1CC2(C1)CC(C2)N2N=C(C=C2C)C2=C(C=CC=C2)C (2-ethoxy-4-fluorophenyl){6-[5-methyl-3-(o-tolyl)-1-pyrazolyl]-2-aza-2-spiro[3.3]heptyl}methanone